BrC=1C=C(C(=NC1)OC[C@](CC(C)C)(N)C)C(F)F (S)-1-{[5-bromo-3-(difluoromethyl)pyridin-2-yl]oxy}-2,4-dimethylpentane-2-amine